N-[1-(cyanomethyl)-3-(5-fluoro-4-methylpyridin-3-yl)-2-oxo-1,6-naphthyridin-7-yl]cyclopropanecarboxamide C(#N)CN1C(C(=CC2=CN=C(C=C12)NC(=O)C1CC1)C=1C=NC=C(C1C)F)=O